(rac)-(2s,4s)-2-(6-cyclohexyl-2-azaspiro[3.4]octane-2-carbonyl)-7-oxa-5-azaspiro[3.4]octane-6-one C1(CCCCC1)[C@H]1CC2(CN(C2)C(=O)C2CC3(C2)NC(OC3)=O)CC1 |r|